C1(CC1)CN1N=CC(=N1)C(=O)N[C@@H](C1CCC(CC1)(F)F)C=1N=C2N(N=CC(=C2)CN2C(NCC(C2)(F)F)=O)C1 (S)-2-(Cyclopropylmethyl)-N-((7-((5,5-difluoro-2-oxotetrahydropyrimidin-1(2H)-yl)methyl)imidazo[1,2-b]pyridazin-2-yl)(4,4-difluorocyclohexyl)methyl)-2H-1,2,3-triazole-4-carboxamide